FC=1C(=NC=CC1I)N1N=NC=C1 3-fluoro-4-iodo-2-(1H-1,2,3-triazol-1-yl)pyridine